3-(2-(2-Ethoxy-5-((4-methylpiperazin-1-yl)sulfonyl)phenyl)-5-methyl-4-oxo-7-propyl-3,4-dihydropyrrolo[2,1-f][1,2,4]triazin-6-yl)-3-hydroxypropannitril C(C)OC1=C(C=C(C=C1)S(=O)(=O)N1CCN(CC1)C)C1=NN2C(C(N1)=O)=C(C(=C2CCC)C(CC#N)O)C